2-vinylthio-6-ethoxybenzothiazole C(=C)SC=1SC2=C(N1)C=CC(=C2)OCC